isoleucine-d7 N([C@@]([C@@](C([2H])([2H])[2H])(CC)[2H])(C(=O)O)[2H])([2H])[2H]